ClC=1C=C(C=CC1)CCN1C[C@H]([C@@H](CC1)OC)COC1=CC=C(C=C1)S(=O)(=O)C trans-1-(3-chlorophenyl-ethyl)-4-methoxy-3-((4-(methylsulfonyl)phenoxy)methyl)piperidine